FC=1C=C(C=CC1)[C@@H]1N(CCC1)C=1C=CC=2N(N1)C(=CN2)C2=CC=CC(=N2)N2CCN(CC2)C2CCN(CC2)C(=O)OC(C)(C)C tert-butyl (R)-4-(4-(6-(6-(2-(3-fluorophenyl) pyrrolidin-1-yl)imidazo[1,2-b]pyridazin-3-yl)pyridin-2-yl)piperazin-1-yl)piperidine-1-carboxylate